(2-((7-azabicyclo[2.2.1]heptan-7-yl)methyl)-3,6-difluorophenyl)methylamine C12CCC(CC1)N2CC2=C(C(=CC=C2F)F)CN